COCC(=O)OC Methyl methoxyacetate